OC=1N(C(SC1C=1C(N=C2C=CC=CC12)=O)=S)C(C(=O)O)CCC 2-[4-hydroxy-5-(2-oxoindol-3-yl)-2-sulfanylidene-1,3-thiazol-3-yl]pentanoic acid